C1(CCCC1)OC1=C(C=C(C=C1)C=1C=NOC1C)NS(=O)(=O)C=1C=C(C(=O)O)C=CC1C1CC1 3-(N-(2-(cyclopentyloxy)-5-(5-methylisoxazol-4-yl)phenyl)sulfamoyl)-4-cyclopropylbenzoic acid